ClC=1C(=CC(=NC1)NC(=O)[C@H]1C[C@H](CCC1)C1=CC=NC=C1)C1=C2N(N=C1)CC(C2)(C)C (1R,3S)-N-(5-chloro-4-(5,5-dimethyl-5,6-dihydro-4H-pyrrolo[1,2-b]pyrazol-3-yl)pyridin-2-yl)-3-(pyridin-4-yl)cyclohexane-1-carboxamide